FC1=C(C(=C(C(=C1F)F)F)C(F)(F)F)S(=O)(=O)NC1=CC(=CC=C1)NC1=NC(=NC=C1F)NC1=CC=C(C=C1)OCCOC 2,3,4,5-tetrafluoro-N-(3-((5-fluoro-2-((4-(2-methoxyethoxy)phenyl)amino)pyrimidin-4-yl)amino)phenyl)-6-(trifluoromethyl)benzenesulfonamide